O=C1N=CC=2C=3C(=CC=CC13)CCC2 1-Oxo-5,6-dihydro-1H-benzo[de]isoquinolin